1-bromo-4-iodobenzene-2,3,5,6-d4 BrC1=C(C(=C(C(=C1[2H])[2H])I)[2H])[2H]